Cl.N[C@H](C(=O)OC)CC1=CC(=CC=C1)Br methyl (S)-2-amino-3-(3-bromophenyl)propanoate hydrochloride